bis(2-butyloctyl) 10-((3-(dimethylamino)propyl)(octylsulfinyl)amino)nonadecanedioate CN(CCCN(C(CCCCCCCCC(=O)OCC(CCCCCC)CCCC)CCCCCCCCC(=O)OCC(CCCCCC)CCCC)S(=O)CCCCCCCC)C